ClC[C@]12[C@H]([C@@H]([C@H](N3C(OC1)=NC(C(=C3)C)=O)O2)F)OC(C2=CC=CC=C2)(C2=CC=CC=C2)C2=CC=C(C=C2)OC (6R,7S,8R,9R)-9-(chloromethyl)-7-fluoro-8-((4-methoxyphenyl)diphenylmethoxy)-3-methyl-7,8,9,10-tetrahydro-2H,6H-6,9-epoxypyrimido[2,1-b][1,3]oxazocin-2-one